4-methoxy-N-((1s,4s)-4-((7-morpholinoimidazo[1,2-c]pyrimidin-5-yl)oxy)cyclohexyl)pyrimidine-2-carboxamide COC1=NC(=NC=C1)C(=O)NC1CCC(CC1)OC1=NC(=CC=2N1C=CN2)N2CCOCC2